C(C)N(C1=CC=C(C=C1)C1NCCC=2C3=CC=CC=C3NC12)CC 1-(4-diethylaminophenyl)-1,2,3,4-tetrahydro-β-carboline